OCCN1C(C2=CC(=C3CC2=C(C1=O)C=C3)N3CCNCC3)=O 2-(2-hydroxyethyl)-6-(piperazin-1-yl)benzo[des]isoquinoline-1,3-dione